C(=O)(O)COCCC=1C(NC(NC1)=O)=O 5-(2-carboxymethyloxyethyl)-uracil